CN1N=CC(=C1)S(=O)(=O)NC1=NC=C(C=C1)[N+](=O)[O-] 1-methyl-N-(5-nitropyridin-2-yl)-1H-pyrazole-4-sulfonamide